Benzotellurophen [Te]1C=CC2=C1C=CC=C2